FC=1C(=NC=CC1)C(=O)O[C@@H]1[C@H]([C@H]([C@H](O[C@@]12CCCO2)CO)O)N2N=NC(=C2)C2=CC(=C(C(=C2)F)F)F (5S,7R,8R,9S,10R)-8-hydroxy-7-(hydroxymethyl)-9-(4-(3,4,5-trifluorophenyl)-1H-1,2,3-triazol-1-yl)-1,6-dioxaspiro[4.5]dec-10-yl 3-fluoropyridineformate